methyl 2-dimethylaminoacetate CN(CC(=O)OC)C